3-(6-Chloro-3-methyl-4-(4-(methylamino)piperidin-1-yl)-2-oxo-2,3-dihydro-1H-benzo[d]imidazol-1-yl)piperidine-2,6-dione ClC=1C=C(C2=C(N(C(N2C)=O)C2C(NC(CC2)=O)=O)C1)N1CCC(CC1)NC